4-(hydroxymethyl)phenylacetic acid OCC1=CC=C(C=C1)CC(=O)O